2,7-dibromodibenzo[b,e][1,4]dioxine BrC1=CC2=C(OC3=C(O2)C=CC(=C3)Br)C=C1